(3R)-4-[5,7-diiodo-4-(1-methanesulfonylcyclopropyl)imidazo[1,5-b]pyridazin-2-yl]-3-methylmorpholine IC=1N=C(N2N=C(C=C(C21)C2(CC2)S(=O)(=O)C)N2[C@@H](COCC2)C)I